C(CCC)C(C(=O)[O-])(C(=O)[O-])CCCC.[Na+].[Na+] sodium 2,2-dibutylmalonate